3-(8,8-difluoro-7-hydroxy-5-methanesulfonylbicyclo[4.2.0]oct-1,3,5-triene-2-enyloxy)-5-fluorobenzamide FC1(C(C2=C(C(=C=C=C12)OC=1C=C(C(=O)N)C=C(C1)F)S(=O)(=O)C)O)F